(1R)-1-[5-(3-cyclopropyl-5-methylisoxazol-4-yl)-1,3,4-oxadiazol-2-yl]-6-azaspiro[2.5]octane-6-sulfonamide C1(CC1)C1=NOC(=C1C1=NN=C(O1)[C@@H]1CC12CCN(CC2)S(=O)(=O)N)C